C[Si](OCCOC)(OCCOC)C dimethylbis(methoxyethoxy)silane